3-phenyl-1,1-dimethyl-urea C1(=CC=CC=C1)NC(N(C)C)=O